C(CCC)C1(CS(C2=C(N(C1)C1=CC=CC=C1)C=C(C(=C2)O/C=C/C(=O)OC(C)(C)C)NC)(=O)=O)CC tert-butyl (E)-3-((3-butyl-3-ethyl-7-(methylamino)-1,1-dioxido-5-phenyl-2,3,4,5-tetrahydro-1,5-benzothiazepin-8-yl)oxy)acrylate